9-(2'-bromo-[1,1'-biphenyl]-3-yl)-9-phenyl-9H-fluorene BrC1=C(C=CC=C1)C1=CC(=CC=C1)C1(C2=CC=CC=C2C=2C=CC=CC12)C1=CC=CC=C1